(S)-2-((tert-butoxycarbonyl)amino)-3-(2-cyanophenyl)propionic acid C(C)(C)(C)OC(=O)N[C@H](C(=O)O)CC1=C(C=CC=C1)C#N